trans-4-[[3-fluoro-5-(methylcarbamoyl)phenyl]methyl]cyclohexanecarboxylic acid FC=1C=C(C=C(C1)C(NC)=O)C[C@@H]1CC[C@H](CC1)C(=O)O